OC1=CC=C(C=C1)CC(=O)[O-].OC1=CC=C(C=C1)CC(=O)[O-].C(CCCCCCC)[Sn+2]CCCCCCCC dioctyltin bis-(4-hydroxyphenylacetate)